FC1=CC(=C(C(=C1)C1=CC(NC=C1)=O)CC(=O)OC)C(C)C methyl 2-(4-fluoro-2-isopropyl-6-(2-oxo-1,2-dihydropyridin-4-yl)phenyl)-acetate